CC1=C(C(=CC=C1)C)NC(N)=O 3-(2,6-dimethylphenyl)urea